5-((4-((4-amino-2-butyl-1H-imidazo[4,5-d]thieno[3,2-b]pyridin-1-yl)methyl)benzyl)amino)pentan-1-ol NC1=C2C(=C3C(=N1)C=CS3)N(C(=N2)CCCC)CC2=CC=C(CNCCCCCO)C=C2